CC1=C(C=NO1)C1=CC2=C(N=C(S2)NC(C)C2CN(CC2)C#N)C=C1 3-(1-((6-(5-Methylisoxazol-4-yl)benzo[d]thiazol-2-yl)amino)ethyl)pyrrolidin-1-carbonitril